N,N'-bis-phenyl-(1,1'-biphenyl)-4,4'-diamine C1(=CC=CC=C1)NC1=CC=C(C=C1)C1=CC=C(C=C1)NC1=CC=CC=C1